methoxymethyl-1,3-dihydro-1,4-benzodiazepin-2-one COCN1C(CN=CC2=C1C=CC=C2)=O